2-methylpropane-2-yl 4-hydroxy-4-(methyl)azepane-1-carboxylate OC1(CCN(CCC1)C(=O)OC(C)(C)C)C